2-[3-({1-[(3S)-2-azabicyclo[2.2.2]octane-3-carbonyl]azetidin-3-yl}methyl)-1H-pyrrolo[2,3-c]pyridin-1-yl]-5-fluoro-N-methyl-N-(propan-2-yl)benzamide C12N[C@@H](C(CC1)CC2)C(=O)N2CC(C2)CC2=CN(C1=CN=CC=C12)C1=C(C(=O)N(C(C)C)C)C=C(C=C1)F